C1(CCCC1)N(CCN)C N1-cyclopentyl-N1-methylethane-1,2-diamine